CN1N=C2C(=CC(=CC2=C1)C1=CC2=C(N=C(S2)N(C)C2CC(NC(C2)C)C)C=C1)C 6-(2,7-Dimethyl-2H-indazol-5-yl)-N-(2,6-dimethylpiperidin-4-yl)-N-methyl-1,3-benzothiazol-2-amin